racemic-4,4,4-trifluoro-3-(4-(7-((2-(trimethylsilyl)ethoxy)methyl)-7H-pyrrolo[2,3-d]pyrimidin-4-yl)-1H-pyrazol-1-yl)butanenitrile FC([C@@H](CC#N)N1N=CC(=C1)C=1C2=C(N=CN1)N(C=C2)COCC[Si](C)(C)C)(F)F |r|